lithium 3-cyclohexylacrylate salt C1(CCCCC1)C=CC(=O)[O-].[Li+]